FC(C)(C)[C@@H]1CC[C@H](CC1)C=O trans-4-(2-fluoropropan-2-yl)cyclohexanecarbaldehyde